tert-butyl 3-[[4,5-dichloro-2-(prop-2-en-1-yloxy)phenyl][(2-methylpropane-2-sulfinyl)imino]methyl]azetidine-1-carboxylate ClC1=CC(=C(C=C1Cl)C(C1CN(C1)C(=O)OC(C)(C)C)=NS(=O)C(C)(C)C)OCC=C